COC1=CC=C(C=C1)C1=CC=CC(=N1)C1CN(CCO1)CC1=C2C=CC=NC2=CC=C1 2-(6-(4-methoxyphenyl)pyridin-2-yl)-4-(quinolin-5-ylmethyl)morpholine